N-(1-(4-Fluorophenethyl)piperidin-4-yl)-N-phenylfuran-2-carboxamide HCl Cl.FC1=CC=C(CCN2CCC(CC2)N(C(=O)C=2OC=CC2)C2=CC=CC=C2)C=C1